6-ethynyl-4,5,6,7-tetrahydro-1,3-benzothiazol-2-amine C(#C)C1CC2=C(N=C(S2)N)CC1